C(C)(C)(C)OC(=O)N(CCCCCCCCCCC[N+](CCCS(=O)(=O)[O-])(C)C)C 3-((11-((tert-Butoxycarbonyl)(methyl)amino)undecyl)dimethylammonio)propane-1-sulfonate